8-amino-4,4-dimethyl-N-(4-methyl-1,3-thiazol-2-yl)-4,5-dihydro-1H-pyrazolo[4,3-H]quinazoline-3-carboxamide NC1=NC=2C3=C(C(CC2C=N1)(C)C)C(=NN3)C(=O)NC=3SC=C(N3)C